dodecylguanidine (1,1-dimethoxypropyl)methylphosphinate COC(CC)(OC)P(O)(=O)C.C(CCCCCCCCCCC)NC(=N)N